CN1C(=NC2=C1C=CC=C2)C(=O)O 1-Methyl-1H-benzo[d]imidazole-2-carboxylic acid